ClC1=C2C(=NC=C1C1=C(C(=CC=C1)C1=NC=CC(=C1C)CC#N)F)NC[C@]21C[C@](CC1)(C(=O)N)C (1R,3S)-4'-Chloro-5'-(3-(4-(cyanomethyl)-3-methylpyridin-2-yl)-2-fluorophenyl)-3-methyl-1',2'-dihydrospiro[cyclopentane-1,3'-pyrrolo[2,3-b]pyridine]-3-carboxamide